(2-bromo-3-chlorophenyl)-2-methylpyrimidin-4(3H)-one BrC1=C(C=CC=C1Cl)N1C(=NC=CC1=O)C